C12(CC(C1)C2)N2N=NC(=C2F)[C@H](C=2C(=NC(=CC2)F)C)NC=2C=C1C(=C(C=NC1=C(C2)C#N)C#N)NCC(C)(C)C (S)-6-(((1-(bicyclo[1.1.1]pentan-1-yl)-5-fluoro-1H-1,2,3-triazol-4-yl)(6-fluoro-2-methylpyridin-3-yl)methyl)amino)-4-(neopentylamino)quinoline-3,8-dicarbonitrile